C(C)N1CCN(CC1)CC1=C(C=C(C=C1)NC(N)=O)C(F)(F)F 3-(4-((4-ethylpiperazin-1-yl)methyl)-3-(trifluoromethyl)phenyl)urea